2,6-difluoro-3-nitrobenzamide FC1=C(C(=O)N)C(=CC=C1[N+](=O)[O-])F